[1-(oxetan-3-yl)-1H-pyrazol-3-yl]boronic acid O1CC(C1)N1N=C(C=C1)B(O)O